[N-](S(=O)(=O)C(F)(F)F)S(=O)(=O)C(F)(F)F.C(CC)N1CN(C=C1)C 1-propyl-3-methylimidazole-bis(trifluoromethylsulfonyl)imide salt